3-(5-(4-(4-(2,6-difluorobenzyl)-5-oxo-4,5-dihydro-1H-1,2,4-triazol-1-yl)phenoxy)-4-methylthiazol-2-yl)pyrrolidine-1-carboxylic acid tert-butyl ester C(C)(C)(C)OC(=O)N1CC(CC1)C=1SC(=C(N1)C)OC1=CC=C(C=C1)N1N=CN(C1=O)CC1=C(C=CC=C1F)F